CC(C(=O)O)=CC=CC(=O)O 2-methylhexa-2,4-dienedioic acid